tert-Butyl ((S)-1-(((S)-2-((R)-2-(4-(3-(2-aminoethoxy)benzoyl)thiazol-2-yl)pyrrolidin-1-yl)-1-cyclohexyl-2-oxoethyl)amino)-1-oxopropan-2-yl)(methyl)carbamate NCCOC=1C=C(C(=O)C=2N=C(SC2)[C@@H]2N(CCC2)C([C@H](C2CCCCC2)NC([C@H](C)N(C(OC(C)(C)C)=O)C)=O)=O)C=CC1